4-methyl-2-(glycidoxy)thioxanthone CC1=CC(=CC=2C(C3=CC=CC=C3SC12)=O)OCC1CO1